(3R,4R)-N-[3-[[2-chloro-4-[[5-(2,3-difluoro-4-methoxy-phenyl)-1-methylimidazole-2-carbonyl]amino]benzoyl]amino]cyclobutyl]-3-hydroxy-piperidine-4-carboxamide ClC1=C(C(=O)NC2CC(C2)NC(=O)[C@H]2[C@H](CNCC2)O)C=CC(=C1)NC(=O)C=1N(C(=CN1)C1=C(C(=C(C=C1)OC)F)F)C